N-(5-(3-methoxybenzyl)pyridin-2-yl)-1-methyl-6-oxo-1,6-dihydropyridazine-3-carboxamide COC=1C=C(CC=2C=CC(=NC2)NC(=O)C2=NN(C(C=C2)=O)C)C=CC1